N-(azetidin-3-yl)-2-(4-(trifluoromethyl)phenyl)quinazolin-4-amine N1CC(C1)NC1=NC(=NC2=CC=CC=C12)C1=CC=C(C=C1)C(F)(F)F